FC1=C(C(=CC(=C1)N1C[C@H](CC1)F)F)NC(C1=C(C=CC(=C1)[N+](=O)[O-])SC1=NN=NN1C)=O N-{2,6-difluoro-4-[(3S)-3-fluoropyrrolidin-1-yl]phenyl}-2-[(1-methyl-1H-1,2,3,4-tetrazol-5-yl)sulfanyl]-5-nitrobenzamide